CALCIUM CHLORID [Cl-].[Ca+2].[Cl-]